C(CCC)OC(=O)N[C@H](C(=O)O)CNC(=O)C=1C=NN(C1)CCC1=NC=2NCCCC2C=C1 (S)-2-((butoxycarbonyl)amino)-3-(1-(2-(5,6,7,8-tetrahydro-1,8-naphthyridin-2-yl)ethyl)-1H-pyrazole-4-carboxamido)propionic acid